5-bromo-3-((2,3-dichloro-phenylimino)meth-yl)-2-(isobutyryloxy)phenyl 4-methylbenzoate CC1=CC=C(C(=O)OC2=C(C(=CC(=C2)Br)C=NC2=C(C(=CC=C2)Cl)Cl)OC(C(C)C)=O)C=C1